F[C@H]1CN(CC[C@@H]1NC1=NN2C(C(=N1)OC)=C(C=C2)C=2C=C1C=CC=NC1=CC2)CCF N-((3S,4S)-3-fluoro-1-(2-fluoroethyl)piperidin-4-yl)-4-methoxy-5-(quinolin-6-yl)pyrrolo[2,1-f][1,2,4]triazin-2-amine